5-(2,1,3-benzothiadiazol-5-yl)-2-{3-[(3S)-3-(propan-2-yl)piperazin-1-yl]-1,2,4-triazin-6-yl}phenol hydrochloride Cl.N=1SN=C2C1C=CC(=C2)C=2C=CC(=C(C2)O)C2=CN=C(N=N2)N2C[C@@H](NCC2)C(C)C